FC(C)(F)C1=NC=CC(=C1)OC1CC(C1)OC 2-(1,1-Difluoroethyl)-4-((1r,3r)-3-methoxycyclobutoxy)pyridine